3,3-dimethyl-pent-1-ene CC(C=C)(CC)C